BrC=1C=CC(=C(C1)C1(CC(C1)CC(=O)O)O)F 2-(3-(5-bromo-2-fluorophenyl)-3-hydroxycyclobutyl)acetic acid